CS(=O)CCCCCCCC (methylsulfinyl)-octane